tert-Butyl (E)-4-(1-(cyclopropylmethyl)-5-fluoro-2-(2-nitroprop-1-en-1-yl)-1H-indol-7-yl)piperidine-1-carboxylate C1(CC1)CN1C(=CC2=CC(=CC(=C12)C1CCN(CC1)C(=O)OC(C)(C)C)F)\C=C(/C)\[N+](=O)[O-]